(3'-amino-[3,4'-bipyridin]-6-yl)(4-(azetidin-1-yl)piperidin-1-yl)methanone NC=1C=NC=CC1C=1C=NC(=CC1)C(=O)N1CCC(CC1)N1CCC1